3-(6-((3-fluorophenyl)ethynyl)pyridin-3-yl)-5-(1-methoxyethyl)-1,2,4-oxadiazole FC=1C=C(C=CC1)C#CC1=CC=C(C=N1)C1=NOC(=N1)C(C)OC